C(C)C=1C=C2C(=NNC2=CC1C=1C=C(C=2N(C1)N=CN2)C)C2CCN(CC2)CC=2N=NN(C2)C 6-(5-ethyl-3-(1-((1-methyl-1H-1,2,3-triazol-4-yl)methyl)piperidin-4-yl)-1H-indazol-6-yl)-8-methyl-[1,2,4]triazolo[1,5-a]pyridine